ClC=1C=CC2=C(N=C(O2)C2CC3(CC(C3)NC(=O)C=3OC(=CC3)S(NC(=O)C3COC3)(=O)=O)C2)C1 N-[6-(5-chloro-1,3-benzoxazol-2-yl)spiro[3.3]heptan-2-yl]-5-(oxetane-3-carbonylsulfamoyl)furan-2-carboxamide